BrC1=CC=C(C=C1)/C=C/C(=O)C1=C(C=C(C=C1OCOC)OCOC)OC (E)-3-(4-bromophenyl)-1-(2-methoxy-4,6-bis(methoxymethoxy)phenyl)prop-2-en-1-one